C(=O)O.N1N=CC2=CC=C(C=C12)C(=O)N indazole-6-carboxamide formic acid salt